NC1=NC=2C=CC(=CC2C2=C1[C@H](OC2)C)C(=O)N([C@H](C)C2=NN(C=N2)C)CC2=NC=C(C=C2)C(F)F (3R)-4-amino-N-((5-(difluoromethyl)-2-pyridinyl)methyl)-3-methyl-N-((1R)-1-(1-methyl-1H-1,2,4-triazol-3-yl)ethyl)-1,3-dihydrofuro[3,4-c]quinoline-8-carboxamide